CN(S(=O)(=O)C)C1=NC=CC=C1CNC1=NC(=NC=C1C(F)(F)F)NC1=CC(=CC=C1)C(=O)N1CCOCC1 N-methyl-N-[3-({[2-{[3-(morpholin-4-ylcarbonyl)phenyl]amino}-5-(trifluoromethyl)pyrimidin-4-yl]amino}methyl)pyridin-2-yl]methanesulfonamide